N-methyl-N-(4-(5-methyl-6-(8-methyl-[1,2,4]triazolo[1,5-a]pyridin-6-yl)-1H-indazol-3-yl)cyclohexyl)oxetan-3-amine CN(C1COC1)C1CCC(CC1)C1=NNC2=CC(=C(C=C12)C)C=1C=C(C=2N(C1)N=CN2)C